3-(trifluoromethyl)-4H-1,2,4-triazole FC(C1=NN=CN1)(F)F